tert-butyl (3S)-3-(3-methoxy-3-oxo-2-(3-vinylbenzyl)propyl)pyrrolidine-1-carboxylate COC(C(C[C@@H]1CN(CC1)C(=O)OC(C)(C)C)CC1=CC(=CC=C1)C=C)=O